3-(1-oxo-4-((4-oxocyclohexyl)amino)isoindolin-2-yl)piperidine-2,6-dione O=C1N(CC2=C(C=CC=C12)NC1CCC(CC1)=O)C1C(NC(CC1)=O)=O